2-(3-bromoadamantan-1-yl)-N-(7-oxo-4-phenylthieno[2,3-d]pyridazin-6(7H)-yl)acetamide BrC12CC3(CC(CC(C1)C3)C2)CC(=O)NN2N=C(C3=C(C2=O)SC=C3)C3=CC=CC=C3